7-((1H-imidazol-1-yl)methyl)-2-(8-cyclopropyl-6-ethyl-1,7-naphthyridin-4-yl)-5-(1-methyl-3-(trifluoromethyl)-1H-pyrazol-4-yl)-3,4-dihydroisoquinolin-1(2H)-one N1(C=NC=C1)CC1=CC(=C2CCN(C(C2=C1)=O)C1=CC=NC2=C(N=C(C=C12)CC)C1CC1)C=1C(=NN(C1)C)C(F)(F)F